dopamine, strontium salt [Sr].NCCC1=CC(O)=C(O)C=C1